3-(4-(3-methyl-4-((((R)-1-(2-(trifluoromethyl)phenyl)ethoxy)carbonyl)amino)isoxazol-5-yl)phenoxy)cyclohexane-1-carboxylic acid CC1=NOC(=C1NC(=O)O[C@H](C)C1=C(C=CC=C1)C(F)(F)F)C1=CC=C(OC2CC(CCC2)C(=O)O)C=C1